NC1=NC(=C(C=C1C=1C=C2CCNC(C2=CC1)=O)C1=CC=C(C=C1)N1CC(CC1)N(C)C)F 6-(2-amino-5-(4-(3-(dimethylamino)pyrrolidin-1-yl)phenyl)-6-fluoropyridin-3-yl)-3,4-dihydroisoquinolin-1(2H)-one